COC1=NC(=CC=C1NC=1N=CC2=C(N1)C1(C(N(C2)C=2C=C(C=CC2C)NC(C2=CC(=CC=C2)C(F)(F)F)=O)=O)CC1)N1CCN(CC1)C N-(3-(2'-((2-methoxy-6-(4-methylpiperazin-1-yl)pyridin-3-yl)amino)-7'-oxo-5'H-spiro[cyclopropane-1,8'-pyrido[4,3-d]pyrimidine]-6'(7'H)-yl)-4-methylphenyl)-3-(trifluoromethyl)benzamide